5-(3-methylimidazo[1,2-a]pyrimidin-6-yl)-N-(3,3,3-trifluoropropyl)pyrrolo[2,1-f][1,2,4]triazin-2-amine CC1=CN=C2N1C=C(C=N2)C=2C=CN1N=C(N=CC12)NCCC(F)(F)F